1-((1R,4r)-4-((2R,4aS,6S,8aR)-6-propyldecahydronaphthalen-2-yl)cyclohexyl)ethan-1-one C(CC)[C@@H]1C[C@@H]2CC[C@H](C[C@H]2CC1)C1CCC(CC1)C(C)=O